tert-butyl 7-(((6-morpholinopyrimidin-4-yl) amino) methyl)-3-azabicyclo[4.1.0]heptane-3-carboxylate O1CCN(CC1)C1=CC(=NC=N1)NCC1C2CCN(CC12)C(=O)OC(C)(C)C